dec-9-en-1-yl (E)-3-(2-hydroxyphenyl)acrylate OC1=C(C=CC=C1)/C=C/C(=O)OCCCCCCCCC=C